O1N=CC=C1C1CCN(CC1)C(=O)N([C@H]1CNCCC1)C1=NC=CC2=CC=CC(=C12)C (R)-4-(isoxazol-5-yl)-N-(8-methylisoquinolin-1-yl)-N-(piperidin-3-yl)piperidine-1-carboxamide